CC1=C(C=C(C=C1)NC(=O)N1C[C@H](CC1)C(F)(F)F)C1=CC2=C(N=C(N=C2)NC)N=C1 (3S)-N-[4-methyl-3-[2-(methylamino)pyrido[2,3-d]pyrimidin-6-yl]phenyl]-3-(trifluoromethyl)pyrrolidine-1-carboxamide